CC1=C(C=CC(=C1)N)O 2-methyl-p-aminophenol